SC[C@@H](C(=O)NCC(=O)OC)NC(CC[C@H](N)C(=O)O)=O N5-((R)-3-mercapto-1-((2-methoxy-2-oxoethyl)-amino)-1-oxopropan-2-yl)-L-glutamine